tert-butyl ((1S,3R)-3-((5-amino-2-(((S)-tetrahydrofuran-3-yl)oxy)pyridin-4-yl)amino)cyclohexyl)carbamate NC=1C(=CC(=NC1)O[C@@H]1COCC1)N[C@H]1C[C@H](CCC1)NC(OC(C)(C)C)=O